CCOC(=O)C1=CC=2N(C=CC2S1)C(=O)OC(C)(C)C 4H-thieno[3,2-b]Pyrrole-2,4-dicarboxylic acid 4-tert-butyl 2-ethyl ester